NC1=CC=C2C(C(NC2=C1)=O)=CC1=CC=C(O1)C=1C=C(C(=O)NCC2CCN(CC2)C)C=CC1 3-(5-((6-amino-2-oxoindolin-3-ylidene)methyl)furan-2-yl)-N-((1-methylpiperidin-4-yl)methyl)benzamide